FC=1C(=CC=C2C(=CN=C(C12)N)C=1SC(=C(N1)CNC)C1CCOCC1)C1=CC=NC=C1 8-fluoro-4-(4-((methylamino)methyl)-5-(Tetrahydro-2H-pyran-4-yl)thiazol-2-yl)-7-(pyridin-4-yl)isoquinolin-1-amine